NC1CCN(CC1)CCNC(C1=C(C=CC=C1)O)=O N-[2-(4-aminopiperidin-1-yl)ethyl]-2-hydroxybenzoamide